1-phenyl-3-(4-(phenylthio)phenyl)prop-2-en-1-one C1(=CC=CC=C1)C(C=CC1=CC=C(C=C1)SC1=CC=CC=C1)=O